2-[(2R,5S)-5-ethyl-2-phenyl-1-piperidyl]-N-(5-methyl-3-pyridyl)-2-oxo-acetamide C(C)[C@H]1CC[C@@H](N(C1)C(C(=O)NC=1C=NC=C(C1)C)=O)C1=CC=CC=C1